ONC(C)=O N-hydroxyacetamid